5-(3-Chloro-4-hydroxyphenyl)-1-(4-fluoro-3-hydroxyphenyl)-1H-indazole-3-carbonitrile ClC=1C=C(C=CC1O)C=1C=C2C(=NN(C2=CC1)C1=CC(=C(C=C1)F)O)C#N